3-(5-bromopyridine-2-yl)-6-(pyridine-2-ylmethyl)-3,6-diazabicyclo[3.1.1]Heptane BrC=1C=CC(=NC1)N1CC2N(C(C1)C2)CC2=NC=CC=C2